C(C)(C)(C)OC(=O)N1CCC(CC1)C1=CN(C2=CC=C(C=C12)Cl)C1CC1.CN1C(C(C2=CC=CC=C12)(CC(C1=CC=C(C=C1)C)=O)C)=O 1,3-dimethyl-3-(2-oxo-2-(p-tolyl)ethyl)indolin-2-one tert-Butyl-4-(5-chloro-1-cyclopropyl-1H-indol-3-yl)piperidine-1-carboxylate